BrC=1C2=C(C=NC1)C=C(O2)C(=O)N(C)[C@H]2COCC=1NC(C=3C=C(C(=CC3C12)F)F)=O (R)-7-bromo-N-(8,9-difluoro-6-oxo-1,4,5,6-tetrahydro-2H-pyrano[3,4-c]isoquinolin-1-yl)-N-methylfuro[3,2-c]pyridine-2-carboxamide